C[C@]12CCNC(C=C1CCC1C3[C@](C=CC12)([C@H](CC3)C(=O)OC)C)=O methyl (5aR,7aS,8S)-5a,7a-dimethyl-2-oxo-2,3,4,5,5a,5b,7a,8,9,10,10a,10b,11,12-tetradecahydrocyclopenta[5,6]naphtho[1,2-d]azepine-8-carboxylate